The molecule is an organic cation that is the conjugate acid of N(gamma)-nitro-L-arginine methyl ester It is a conjugate acid of a N(gamma)-nitro-L-arginine methyl ester. [H+].COC(=O)[C@H](CCCN=C(N)N[N+](=O)[O-])N